C(C1=CC=CC=C1)N1C(N(SC1=O)C1=C(C=CC=C1C)C(C)(C)C)=O 4-benzyl-2-(2-tert-butyl-6-methyl-phenyl)-[1,2,4]thiadiazolidine-3,5-dione